C(C)(C)(C)OC(=O)N1[C@@H](CC1)CN(C([2H])([2H])[2H])C([2H])([2H])[2H] (S)-2-((bis(methyl-d3)amino)methyl)azetidine-1-carboxylic acid tert-butyl ester